C(CCCCCC)OC(CCCC\C=C/CCO)OCCCCCCC (3Z)-9,9-diheptoxy-3-nonen-1-ol